19-chloro-4,6,8,10,12,14,16-heptamethylnonadecyl pentyloxymethyl ether C(CCCC)OCOCCCC(CC(CC(CC(CC(CC(CC(CCCCl)C)C)C)C)C)C)C